C(C)(C)SC=1N=NN(C1)CCC[Si](OCC)(OCC)OCC 4-Isopropylthio-1-[3-(triethoxysilyl)propyl]-1,2,3-triazole